(S)-2'-Chloro-5'-methoxy-6-methyl-N-(5-(tetrahydro-2H-pyran-2-carbonyl)-5,6-dihydro-4H-pyrrolo[3,4-d]thiazol-2-yl)-[4,4'-bipyridine]-3-carboxamide ClC1=NC=C(C(=C1)C1=C(C=NC(=C1)C)C(=O)NC=1SC2=C(N1)CN(C2)C(=O)[C@H]2OCCCC2)OC